C(C)(C)(C)OC(=O)N[C@H]1CSC2=C(N(C1=O)CC1=CC=C(C=C1)C#N)C=C(C(=C2)F)C(=O)O (3R)-3-(tert-Butoxycarbonylamino)-5-(4-cyanobenzyl)-8-fluoro-4-keto-2,3-dihydro-1,5-benzothiazepine-7-formic acid